N-(1-benzyl-1H-pyrazol-4-yl)pyridine-3-carboxamide C(C1=CC=CC=C1)N1N=CC(=C1)NC(=O)C=1C=NC=CC1